O=C1NC(CCC1N1C(N(C2=C1C=CC(=C2)C2CCN(CC2)CC2CC(NCC2)C(=O)OC(C)(C)C)C)=O)=O Tert-butyl 4-[[4-[1-(2,6-dioxo-3-piperidyl)-3-methyl-2-oxo-benzimidazol-5-yl]-1-piperidyl]methyl]piperidine-2-carboxylate